C1(CCCC1)C(C(=O)ONC(OCC(Cl)(Cl)Cl)=O)C1=CC=CC=C1 2,2,2-trichloroethyl (2-cyclopentyl-2-phenylacetoxy)carbamate